ClC=1N=CN(C1C(=O)OCC)[C@H](C)C1=CC=CC=C1 ethyl (R)-4-chloro-1-(1-phenylethyl)-1H-imidazole-5-carboxylate